CC1=NC=CC(=C1)C1=NNC2=NC=C(C=C21)C(=O)N[C@@H]2CN(C[C@H]2C2=C(C=CC=C2)C(F)(F)F)CCC 3-(2-methylpyridin-4-yl)-N-((3S,4R)-1-propyl-4-(2-(trifluoromethyl)phenyl)pyrrolidin-3-yl)-1H-pyrazolo[3,4-b]pyridine-5-amide